FC(C1=CC=C(C=C1)N1C2=CC=CC=C2C=2C=C(C=CC12)C1=CC=C(C=O)C=C1)(F)F 4-(9-(4-trifluoromethyl-phenyl)-9H-carbazole-3-yl)benzaldehyde